C(C)C1=C(C(=CC(=C1)CCCCCC)CC)O 2,6-diethyl-4-hexylphenol